CC1=NNC(=C1C=1C=C(C=CC1)[C@@H](C)NC(C1=C(C=CC(=C1)N1CCN(CC1)C)C)=O)C N-[(1R)-1-[3-(3,5-Dimethyl-1H-pyrazol-4-yl)phenyl]ethyl]-2-methyl-5-(4-methylpiperazin-1-yl)benzamide